C(C)(=O)N[C@@H]1CC[C@H](CC1)NC1=NC=C(C(=N1)C=1C=C(C(=O)O)C=CC1)F trans-3-[2-[(4-acetamidocyclohexyl)amino]-5-fluoro-pyrimidin-4-yl]benzoic acid